C1(CC1)COC=1C=C(C(=O)O)C=CC1 3-(cyclopropylmethoxy)benzoic acid